N-(5-((6-((R)-3-(3,5-difluorophenyl)isoxazolidine-2-yl)pyrimidine-4-yl)amino)-4-methoxy-2-(4-((R)-3-methylmorpholino)piperidine-1-yl)phenyl)acrylamide FC=1C=C(C=C(C1)F)[C@@H]1N(OCC1)C1=CC(=NC=N1)NC=1C(=CC(=C(C1)NC(C=C)=O)N1CCC(CC1)N1[C@@H](COCC1)C)OC